C(C)N(C1[NH+](CCC(N1C)C)C)CC 2-diethylamino-1,3,4-Trimethyl-1,4,5,6-tetrahydropyrimidinium